CC[C@H]1CC[C@H]2[C@@H]3CCC4=CC(CC[C@]4(C)[C@H]3CC[C@]12C)=O Pregna-4-ene-3-one